(1R,3S)-3-(5-amino-1-tert-butyl-1H-pyrazol-3-yl)cyclopentyl 2-methylpyrazolidine-1-carboxylate CN1N(CCC1)C(=O)O[C@H]1C[C@H](CC1)C1=NN(C(=C1)N)C(C)(C)C